FC1=CC=C2C3=CN(N=C3CC=3C=NNC3C3=CN=C(C(OC(C2=C1)C)=C3)N)C 16-fluoro-10,19-dimethyl-20-oxa-3,4,9,10,23-pentaazapentacyclo[19.3.1.02,6.08,12.013,18]pentacosa-1(24),2(6),4,8,11,13,15,17,21(25),22-decaen-22-amine